ClC1=NC=C(C(=C1)C1=CN(C(C=C1C(=O)OC)=O)C)OC Methyl 2'-chloro-5'-methoxy-1-methyl-6-oxo-1,6-dihydro-[3,4'-bipyridine]-4-carboxylate